C(C)(C)(C)OC([C@@H](N)CS)=O L-cysteine tert-butyl ester